C(=C)C1=NC=2CCCCC2C=C1C#N 2-vinyl-5,6,7,8-tetrahydroquinoline-3-carbonitrile